FC1(CCC(CC1)C(NC(=O)C1=NON=C1C(C)C)C=1OC2=C(N1)C=C(C=C2)CN2C(NC(C2)C(F)(F)F)=O)F N-((4,4-difluorocyclohexyl)(5-((2-oxo-4-(trifluoromethyl)imidazolidin-1-yl)methyl)benzo[d]oxazol-2-yl)methyl)-4-isopropyl-1,2,5-oxadiazole-3-carboxamide